Di-tert-butyl ((4S)-5-(3,6-bis(4-fluorophenyl)-1H-indole-2-carboxamido)-1-cyclopropylpentane-1,4-diyl)dicarbamate FC1=CC=C(C=C1)C1=C(NC2=CC(=CC=C12)C1=CC=C(C=C1)F)C(=O)NC[C@H](CCC(C1CC1)NC(OC(C)(C)C)=O)NC(OC(C)(C)C)=O